FC(C1=CC=C(C=C1)S(=O)(=O)C1=C(C=O)C(=CC=C1)N1CCNCC1)(F)F 2-((4-trifluoromethylphenyl)sulfonyl)-6-(piperazin-1-yl)benzaldehyde